(E)-N-(2,6-dioxopiperidin-3-yl)-2-(4-(4-((1-(4-(1-(4-hydroxyphenyl)-2-phenylbut-1-en-1-yl)phenyl)piperidin-4-yl)methyl)piperazin-1-yl)phenyl)-N-methylacetamide O=C1NC(CCC1N(C(CC1=CC=C(C=C1)N1CCN(CC1)CC1CCN(CC1)C1=CC=C(C=C1)/C(=C(/CC)\C1=CC=CC=C1)/C1=CC=C(C=C1)O)=O)C)=O